magnesium alloyl-calcium phosphorus [P].C(C=C)(=O)[Ca].[Mg]